1H-INDAZOLE-3-CARBOXAMIDE N1N=C(C2=CC=CC=C12)C(=O)N